ClC1=C(OCC2=NC=CC(=C2)OC2CN(C2)CC2=NC3=C(N2CC2=CN=CN2CC)C=C(C=C3)C(=O)O)C=CC(=C1)Cl 2-{[3-({2-[(2,4-dichlorophenoxy)methyl]pyridin-4-yl}oxy)azetidin-1-yl]methyl}-1-[(1-ethyl-1H-imidazol-5-yl)methyl]-1H-1,3-benzodiazole-6-carboxylic acid